2-((2s,3s)-3-aminotetrahydro-2H-pyran-2-yl)-3-bromo-N-(but-2-yn-1-yl)-5-chlorothieno[3,2-b]pyridin-7-amine N[C@@H]1[C@H](OCCC1)C1=C(C2=NC(=CC(=C2S1)NCC#CC)Cl)Br